1-(3-Bromoquinolin-6-yl)-2-(6-methylpyridin-2-yl)ethane-1,2-dione BrC=1C=NC2=CC=C(C=C2C1)C(C(=O)C1=NC(=CC=C1)C)=O